ClC1=CC=C(C=C1)C1=C(C(=O)O)C=CC=C1 2-(4'-Chlorophenyl)benzoic acid